N-propyl-4-(5-(4-(trifluoromethyl)phenoxy)-1,2,3,4-tetrahydroisoquinoline-2-carbonyl)thiazole-2-sulfonamide C(CC)NS(=O)(=O)C=1SC=C(N1)C(=O)N1CC2=CC=CC(=C2CC1)OC1=CC=C(C=C1)C(F)(F)F